N[C@@H]1CN(CCC1)CC1=CC=C(C=C1)N1C(=NC=2C1=NC(=CC2)C2=CC=CC=C2)C=2C(=NC=CC2)N (s)-3-(3-(4-((3-aminopiperidin-1-yl)methyl)phenyl)-5-phenyl-3H-imidazo[4,5-b]pyridin-2-yl)pyridin-2-amine